(11R,4r)-4-(((2S*,4R*)-2-Methyl-1-propionyl-1,2,3,4-tetrahydroquinolin-4-yl)amino)cyclohexane-1-carboxylic acid C[C@@H]1N(C2=CC=CC=C2[C@@H](C1)NC1CCC(CC1)C(=O)O)C(CC)=O |o1:1,9|